FC(OC1=CC=C(C=C1)S(=O)(=O)NCC1(CCCC1)C1=CC(=CC=C1)C(F)(F)F)(F)F 4-(trifluoromethoxy)-N-((1-(3-(trifluoromethyl)phenyl)cyclopentyl)methyl)benzenesulfonamide